4-[3-(2,6-Dichloro-4-fluorobenzoyl)-2,4-dihydro-1,3-benzoxazin-8-yl]-5-fluoro-2-(trifluoromethylsulfonyloxy)benzoic acid methyl ester COC(C1=C(C=C(C(=C1)F)C1=CC=CC=2CN(COC21)C(C2=C(C=C(C=C2Cl)F)Cl)=O)OS(=O)(=O)C(F)(F)F)=O